1,4-bis(5-aminotetrazol-1-yl)butane NC1=NN=NN1CCCCN1N=NN=C1N